Aza-Benzothiazol S1N=NC2=C1C=CC=C2